C(C)(C)[C@H]1NC[C@@H](CC1)C |r| rac-(2S,5R)-2-isoPropyl-5-methyl-piperidine